fluoro-iodoaniline FN(C1=CC=CC=C1)I